COC1=NC2=CC(=CC=C2N=C1)C1=C(N=C2N1CCN2)C2=NC(=CC=C2)C 2-methoxy-7-[2-(6-methyl-pyridin-2-yl)-6,7-dihydro-5H-imidazo[1,2-a]imidazol-3-yl]-quinoxaline